(S)-3-chloro-N-(6-(2-chloro-5-fluorophenyl)-2,2-difluoro-8-oxo-7,8-dihydro-6H-[1,3]dioxolo[4,5-e]isoindol-5-yl)-5-fluorobenzamide ClC=1C=C(C(=O)NC=2C=C3C(=C4C(N[C@@H](C24)C2=C(C=CC(=C2)F)Cl)=O)OC(O3)(F)F)C=C(C1)F